3,3-Dibromo-1-(p-tolyl)prop-2-en-1-one BrC(=CC(=O)C1=CC=C(C=C1)C)Br